trioctadecyl-(2-methoxyethoxy)silane zirconium [Zr].C(CCCCCCCCCCCCCCCCC)[Si](OCCOC)(CCCCCCCCCCCCCCCCCC)CCCCCCCCCCCCCCCCCC